N-(4'-amino-5-(3-oxomorpholino)-[2,3'-bipyridin]-6'-yl)acetamide NC1=C(C=NC(=C1)NC(C)=O)C1=NC=C(C=C1)N1C(COCC1)=O